2,6-di(9,9'-spirobi[fluorene]-3-yl)aniline C1=CC(=CC=2C3=CC=CC=C3C3(C12)C1=CC=CC=C1C=1C=CC=CC13)C1=C(N)C(=CC=C1)C=1C=CC=3C2(C4=CC=CC=C4C3C1)C1=CC=CC=C1C=1C=CC=CC12